ClC1=CC=C(CS(=O)(=O)NC(=O)C=2C(=CC(=NC2)N2C(C=C(C=C2)C)=C=O)C2=CC(=NC=C2OC)C(F)F)C=C1 N-((4-chlorobenzyl)sulfonyl)-2''-(difluoromethyl)-5''-methoxy-4-methyl-2-carbonyl-2H-[1,2':4',4''-terpyridine]-5'-carboxamide